4-(4-(6-(2-aminopyridin-4-yl)quinazolin-4-yl)-2-fluorophenyl)-N,N-dimethyl-piperazine-1-carboxamide NC1=NC=CC(=C1)C=1C=C2C(=NC=NC2=CC1)C1=CC(=C(C=C1)N1CCN(CC1)C(=O)N(C)C)F